Dimethylphenyl-2-butanol CC(C(CC)O)(C1=CC=CC=C1)C